(2R,3S,4S,5R,6S)-2-(acetoxymethyl)-6-(5-fluoro-2-(hydroxymethyl)phenoxy)tetrahydro-2H-pyran-3,4,5-triyl triacetate C(C)(=O)O[C@H]1[C@H](O[C@H]([C@@H]([C@H]1OC(C)=O)OC(C)=O)OC1=C(C=CC(=C1)F)CO)COC(C)=O